aminocyclopropane-1-carboxic acid NC1(CC1)C(=O)O